FC(COC1=C(C(=O)O)C=C(C=C1)F)F 2-(2,2-difluoroethoxy)-5-fluorobenzoic acid